(2R,4R)-N-[2-(2,3-dihydro-1,4-benzodioxin-6-ylamino)-2-oxo-1-(3-pyridyl)ethyl]-4-methoxy-N-[4-(pentafluoro-λ6-sulfanyl)phenyl]pyrrolidine-2-carboxamide O1CCOC2=C1C=CC(=C2)NC(C(C=2C=NC=CC2)N(C(=O)[C@@H]2NC[C@@H](C2)OC)C2=CC=C(C=C2)S(F)(F)(F)(F)F)=O